ClC1=C(C(=CC=C1)C)NC(=O)C1=CN=C(S1)NC1=NC(=NC(=C1)NCC=1C=C2C(N(C(C2=CC1F)=O)C1C(NC(CC1)=O)=O)=O)C N-(2-chloro-6-methylphenyl)-2-((6-(((2-(2,6-dioxopiperidin-3-yl)-6-fluoro-1,3-dioxoisoindolin-5-yl)methyl)amino)-2-methylpyrimidin-4-yl)amino)thiazole-5-carboxamide